[N+](=O)([O-])C1=CC2=CC=CC=C2C=C1 β-nitronaphthalene